2-(1-(10H-phenothiazin-2-yl)vinyl)aniline tert-butyl-5-[(1,3-dioxoisoindolin-2-yl)methyl]-3,3-difluoro-piperidine-1-carboxylate C(C)(C)(C)OC(=O)N1CC(CC(C1)CN1C(C2=CC=CC=C2C1=O)=O)(F)F.C1=C(C=CC=2SC3=CC=CC=C3NC12)C(=C)C1=C(N)C=CC=C1